ONCC1=CC=C(NC2=CC=C(C=C2)OCCOC)C=C1 4-((hydroxyamino)methyl)-N-(4-(2-methoxyethoxy)phenyl)aniline